[N+](=O)([O-])C1=CC=C(C=C1)S(=O)(=O)NC([C@H](CC1=CC=C(C=C1)OCC1=CC=C(C=C1)Br)NC(CN1C(SC(C1=O)=CC1=CC=C(C=C1)C1=CC=C(C=C1)C)=O)=O)=O (S)-N-(4-Nitrophenylsulfonyl)-2-(2-(5-((4'-methyl-[1,1'-biphenyl]-4-yl)methylene)-thiazolidine-2,4-dione-3-yl)acetamido)-3-(4-(4-bromobenzyloxy)phenyl)propionamide